N-[4-(benzyloxy)butanoyl]-3-(trifluoromethyl)-D-phenylalanine methyl ester COC([C@H](NC(CCCOCC1=CC=CC=C1)=O)CC1=CC(=CC=C1)C(F)(F)F)=O